C(#N)C1=C(C=C(C(=C1)OC)OC)C1=CC=CC=C1 2-cyano-4,5-dimethoxy-1,1'-biphenyl